7-(4-isobutoxy-5-(1-methylpiperidin-4-yl)-1H-benzo[d]imidazol-2-yl)-6-methoxy-2-methyl-1H-pyrrolo[3,2-c]pyridine-3-carbonitrile C(C(C)C)OC1=C(C=CC=2NC(=NC21)C=2C1=C(C=NC2OC)C(=C(N1)C)C#N)C1CCN(CC1)C